OC1=CC=C(C=C1)C(C)(C)C1=CC=C(C=C1)C(CC1=CC=C(C=C1)O)C1=CC=C(C=C1)O 4,4'-[1-[4-[1-(4-hydroxyphenyl)-1-methylethyl]phenyl]ethylene]bisphenol